[1-[4-[methyl(tetra-hydropyran-4-yl)amino]-5-oxido-6,7-dihydro-thieno[3,2-d]pyrimidin-5-ium-2-yl]azetidin-3-yl] 3-methylbenzoate CC=1C=C(C(=O)OC2CN(C2)C=2N=C(C3=C(N2)CC[S+]3[O-])N(C3CCOCC3)C)C=CC1